C(#N)CN(C(C(F)(F)F)=O)C1=C(N=C(O1)CCCC1=CC=CC=C1)C N-(Cyanomethyl)-2,2,2-trifluoro-N-(4-methyl-2-(3-phenylpropyl)oxazol-5-yl)acetamide